1'-(Azodicarbonyl)dipiperidine N(=NC(=O)N1CCCCC1)C(=O)N1CCCCC1